N-(2-(3-(2-((1,5-dimethyl-1H-pyrazol-3-yl)amino)-5-methylpyrimidin-4-yl)-1H-indol-7-yl)-1-oxoisoindolin-4-yl)cyclopropanecarboxamide CN1N=C(C=C1C)NC1=NC=C(C(=N1)C1=CNC2=C(C=CC=C12)N1C(C2=CC=CC(=C2C1)NC(=O)C1CC1)=O)C